2-(4-piperidinyl)-1H-benzimidazole N1CCC(CC1)C1=NC2=C(N1)C=CC=C2